(R)-4-(4-chlorophenyl)-6-(2-methylpiperazin-1-yl)-2-(pyridin-3-yl)pyrimidine ethyl-(1,2-dimethyl-2-cyclopentenyl)acetate C(C)OC(CC1(C(=CCC1)C)C)=O.ClC1=CC=C(C=C1)C1=NC(=NC(=C1)N1[C@@H](CNCC1)C)C=1C=NC=CC1